trans-trans-2,4-heptadienal C(\C=C\C=C\CC)=O